5-Chloro-3-(1-(trifluoromethyl)-1H-pyrazol-4-yl)-1-((2-(trimethylsilyl)ethoxy)methyl)-1H-pyrrolo[3,2-b]pyridine ClC1=CC=C2C(=N1)C(=CN2COCC[Si](C)(C)C)C=2C=NN(C2)C(F)(F)F